(N-[tris(hydroxymethyl)methyl])-2-aminoethanesulfonic acid OCC(NCCS(=O)(=O)O)(CO)CO